BrC1=CC=CC2=C1N=C(S2)Cl 4-bromo-2-chlorobenzo[d]thiazole